C(C)(C)(C)OC(=O)N1CCC2=C(CC1)C=C(C(=C2)Br)N 7-amino-8-bromo-1,2,4,5-tetrahydro-3H-benzo[d]azepin-3-carboxylic acid tert-butyl ester